ClC=1C=C(C=CC1F)C1=NC2=C(N1C=1C=CC=3N(N1)C(=CN3)C#N)CCC2 6-(2-(3-chloro-4-fluorophenyl)-5,6-dihydro-cyclopenta[d]imidazol-1(4H)-yl)imidazo[1,2-b]pyridazine-3-carbonitrile